tert-butyl 2-(2-chloro-6-(2-methyl-6-(methylcarbamoyl)pyrimidin-4-yl)pyridin-4-yl)-6-(trifluoromethyl)morpholine-4-carboxylate ClC1=NC(=CC(=C1)C1CN(CC(O1)C(F)(F)F)C(=O)OC(C)(C)C)C1=NC(=NC(=C1)C(NC)=O)C